(S)-3-(3-chloro-5-fluorophenyl)-N-methyl-5-oxo-5-(piperidin-1-yl)pentanamide ClC=1C=C(C=C(C1)F)[C@@H](CC(=O)NC)CC(N1CCCCC1)=O